1-(tert-butyl) 3-ethyl (3S,4S)-4-(((S)-1-phenylethyl)amino)piperidine-1,3-dicarboxylate C1(=CC=CC=C1)[C@H](C)N[C@@H]1[C@H](CN(CC1)C(=O)OC(C)(C)C)C(=O)OCC